BrC1=C2C(=CN=C1NC1CCC(CC1)NC=1NC(C=CC1)OC)OC(=C2)C#N 4-bromo-5-({4-[(6-methoxy-1,6-dihydropyridin-2-yl)amino]cyclohexyl}amino)furo[2,3-c]pyridine-2-carbonitrile